O=C1N(CC2=CC=C(C=C12)N1CCC2(OCCO2)CC1)C1C(NC(CC1)=O)=O 3-(1-oxo-6-(1,4-dioxa-8-azaspiro[4.5]decan-8-yl)isoindolin-2-yl)piperidine-2,6-dione